C=CC=C 1,3-Butandien